C(CCCCCC)N(C1=CC=CC=C1)C1=CC=CC=C1 monoheptyl-diphenylamine